(R)-1-(4-fluorophenyl)-1-(2-(4-(6-(1-(methyl-d3)-1H-pyrazol-4-yl)pyrrolo[2,1-f][1,2,4]triazin-4-yl)piperazin-1-yl)pyrimidin-5-yl)ethan-2,2,2-d3-1-amine FC1=CC=C(C=C1)[C@@](C([2H])([2H])[2H])(N)C=1C=NC(=NC1)N1CCN(CC1)C1=NC=NN2C1=CC(=C2)C=2C=NN(C2)C([2H])([2H])[2H]